2-fluoro-1-(3-(1-(2-fluoro-4-(trifluoromethoxy)phenyl)-4-(hydroxymethyl)-1H-pyrazolo[3,4-b]pyridin-3-yl)azetidin-1-yl)prop-2-en-1-one FC(C(=O)N1CC(C1)C1=NN(C2=NC=CC(=C21)CO)C2=C(C=C(C=C2)OC(F)(F)F)F)=C